ClC=1N(N=C2C(N(N=CC21)[C@H]2[C@@H](C2)F)=O)CC2=C(C=CC=C2)F |r| rac-3-chloro-6-[(1R,2R)-2-fluorocyclopropyl]-2-[(2-fluorophenyl)methyl]pyrazolo[3,4-d]pyridazin-7-one